CC=1C=C2C(C=C(OC2=C(C1)C(C)NC1=C(C(=O)OC(C)(C)C)C=CC=C1)C=1C=CC=2N(N1)C=C(N2)C)=O tert-Butyl 2-[1-[6-methyl-2-(2-methylimidazo[1,2-b]pyridazin-6-yl)-4-oxo-chromen-8-yl]ethylamino]benzoate